CS(=O)(=O)C1=CC=CC=2C=3N(C(=NC12)N[C@H]1C(NCCN(C1)C(=O)OCC1=CC=CC=C1)=O)N=C(N3)C3=CC=C(C=C3)OC benzyl (6R)-6-{[7-(methylsulfonyl)-2-(4-methoxyphenyl) [1,2,4]triazolo[1,5-c]quinazolin-5-yl] amino}-5-oxo-1,4-diazepan-1-carboxylate